4,5,6,7,8,9,10,11,12,13-decahydrocyclododeca[d]oxazole O1C=NC2=C1CCCCCCCCCC2